FC(CC(C#N)C)(C(=O)C1=CC=C(C=C1)F)F 4,4-difluoro-5-(4-fluorophenyl)-2-methyl-5-oxo-pentanenitrile